3-(2,4-difluorophenyl)-N-(2-hydroxyethyl)-1H-pyrazole-5-carboxamide FC1=C(C=CC(=C1)F)C1=NNC(=C1)C(=O)NCCO